(1r,4r)-4-((3-(4-(2-(2-aminopyridin-3-yl)-5-(4-fluorophenyl)-3H-imidazo[4,5-b]pyridin-3-yl)phenyl)azetidin-1-yl)methyl)cyclohexane-1-carboxylic acid NC1=NC=CC=C1C1=NC=2C(=NC(=CC2)C2=CC=C(C=C2)F)N1C1=CC=C(C=C1)C1CN(C1)CC1CCC(CC1)C(=O)O